4'-((2-(tert-butyl)-1H-imidazol-1-yl)methyl)-3'-fluoro-5-isobutyl-N-(5-(trifluoromethyl)pyrimidin-2-yl)-[1,1'-biphenyl]-2-sulfonamide C(C)(C)(C)C=1N(C=CN1)CC1=C(C=C(C=C1)C=1C(=CC=C(C1)CC(C)C)S(=O)(=O)NC1=NC=C(C=N1)C(F)(F)F)F